thiazolo[4,5-d]pyrimidin S1C=NC=2N=CN=CC21